3'-(difluoromethoxy)-4,5'-difluoro-[1,1'-biphenyl]-3-amine FC(OC=1C=C(C=C(C1)F)C1=CC(=C(C=C1)F)N)F